N-(2-carbonyl-propyl)benzamide C(=O)=C(CNC(C1=CC=CC=C1)=O)C